(5'S,7a'R)-1-(5-oxo-6,7-dihydro-5H-cyclopenta[b]pyridin-2-yl)-5'-phenyltetrahydro-3'H-spiro[piperidine-4,2'-pyrrolo[2,1-b][1,3]oxazol]-3'-one O=C1CCC2=NC(=CC=C21)N2CCC1(C(N3[C@H](O1)CC[C@H]3C3=CC=CC=C3)=O)CC2